N1,N1,N3,N3-tetramethylbenzo[c]thiophene-1,3-dicarboxamide CN(C(=O)C=1SC(=C2C1C=CC=C2)C(=O)N(C)C)C